2-(2-(4-(4-(2,6-dichlorophenoxy)piperidin-1-yl)benzoyl)hydrazinyl)-2-oxoethyl acetate C(C)(=O)OCC(=O)NNC(C1=CC=C(C=C1)N1CCC(CC1)OC1=C(C=CC=C1Cl)Cl)=O